2-amino-7,7-dimethyl-8,9-dihydrooxepino[4,3-b]pyridin-5(7H)-one NC1=CC=C2C(=N1)CCC(OC2=O)(C)C